OC[C@@H](COCCCCCCCCCCCCCCCCCC)OC=1C=NC(=NC1)C#N (S)-5-((1-hydroxy-3-(octadecyloxy)propan-2-yl)oxy)pyrimidine-2-carbonitrile